N-(1'-(2-(1,1-difluoroethyl)-6-(1-ethyl-5-fluoro-1H-pyrazol-4-yl)pyrimidin-4-yl)-1',2'-dihydrospiro[cyclopropane-1,3'-pyrrolo[3,2-c]pyridin]-6'-yl)acetamide sodium [Na].FC(C)(F)C1=NC(=CC(=N1)N1CC2(C=3C=NC(=CC31)NC(C)=O)CC2)C=2C=NN(C2F)CC